6-(4-(4H-1,2,4-triazol-3-yl)phenyl)-4-ethyl-3,4-dihydropyrazino[2,3-b]pyrazin-2(1H)-one hydrochloride Cl.N=1N=C(NC1)C1=CC=C(C=C1)C=1N=C2C(=NC1)NC(CN2CC)=O